C([O-])([O-])=O trans-carbonate